pentaerythritol isostearate C(CCCCCCCCCCCCCCC(C)C)(=O)OCC(CO)(CO)CO